C(CC1=CC=CC=C1)NC(O)=O.S1C=C(C=C1)S(=O)(=O)N (thiophene-3-sulfonamide) phenethylcarbamate